NC1C(N(C2=C(C(C1)(F)F)C=C(C(=C2)C=2OC(=NN2)N2CCOCC2)F)CC2=CC=C(C=C2)OC(F)(F)F)=O 3-amino-5,5,7-trifluoro-8-(5-morpholino-1,3,4-oxadiazol-2-yl)-1-[[4-(trifluoromethoxy)phenyl]methyl]-3,4-dihydro-1-benzazepin-2-one